C1(=CC=CC2=CC=CC=C12)CC(=O)O NAPHThALENACETIC ACID